N-((3aR,4R,7S,7aR)-4-(((tert-butyldiphenylsilyl)oxy)methyl)-2,2-dimethyltetrahydro-4H-[1,3]dioxolo[4,5-c]pyran-7-yl)-N-methyl-4-(trifluoromethyl)pyrimidin-2-amine [Si](C1=CC=CC=C1)(C1=CC=CC=C1)(C(C)(C)C)OC[C@H]1OC[C@@H]([C@@H]2[C@H]1OC(O2)(C)C)N(C2=NC=CC(=N2)C(F)(F)F)C